Phenyl-guanidinium C1(=CC=CC=C1)NC(=[NH2+])N